3-(5-bromo-3-methyl-1H-indazol-1-yl)piperidine-2,6-dione BrC=1C=C2C(=NN(C2=CC1)C1C(NC(CC1)=O)=O)C